7-ethoxy-4,6-difluoro-dibenzothiophen-3-ol C(C)OC1=C(C2=C(C3=C(S2)C(=C(C=C3)O)F)C=C1)F